CN(C1=NC(=NC(=N1)N(C)C)N(C)C)C hexamethyl-melamine